N1C(=NC2=C1CCCC2)CN(CCCCN)C2CCCC=1C=CC=NC21 N1-(4,5,6,7-tetrahydro-1H-benzoimidazol-2-ylmethyl)-N1-(5,6,7,8-tetrahydro-quinolin-8-yl)-butane-1,4-diamine